3-(3-(3-hydroxy-5-(trifluoromethyl)phenyl)-1H-1,2,4-triazol-1-yl)prop-2-en-1-one OC=1C=C(C=C(C1)C(F)(F)F)C1=NN(C=N1)C=CC=O